2-fluoro-2-methylpropyl trifluoromethanesulfonate FC(S(=O)(=O)OCC(C)(C)F)(F)F